4-vinylaniline cesium [Cs].C(=C)C1=CC=C(N)C=C1